CC1=NN(C2=NC(=NC=C21)NC=2C(=CC=1N(C2)N=CN1)C)C1=CC=C(C#N)C=C1 4-[3-methyl-6-([7-methyl-[1,2,4]triazolo[1,5-a]pyridin-6-yl]amino)pyrazolo[3,4-d]pyrimidin-1-yl]benzonitrile